N1=CC=C2N1C=CC(=N2)C(=O)[O-] pyrazolo-[1,5-a]pyrimidine-5-carboxylate